(S)-1-(5-methoxy-2-(2H-1,2,3-triazol-2-yl)benzoyl)-2-methylpyrrolidine-2-carboxylic acid methyl ester COC(=O)[C@]1(N(CCC1)C(C1=C(C=CC(=C1)OC)N1N=CC=N1)=O)C